COCCOC=1C=C2C=NC(NC2=CC1OCCOC)=O 6,7-di(2-methoxyethoxy)-quinazolinone